C(C1=CC=CC=C1)OC(=O)N([C@@H]1C(CN(CC1)C(=O)OC(C)(C)C)(F)F)C Tert-butyl (S)-4-(((benzyloxy)carbonyl)(methyl)amino)-3,3-difluoropiperidine-1-carboxylate